3-(6-bromo-2-fluoropyridin-3-yl)-3-fluorocyclobutylamine trifluoroacetate salt FC(C(=O)O)(F)F.BrC1=CC=C(C(=N1)F)C1(CC(C1)N)F